C1CCC(CC1)[Sn](C2CCCCC2)(C3CCCCC3)N4C=NC=N4 The molecule is a member of the class of triazoles that is 1,2,4-triazole substituted at position 1 by a tricyclohexylstannyl group. It is an organotin acaricide and a member of triazoles.